NC1=C(C(=O)NCCN2C(NC(C(=C2)F)=O)=O)C=CC=C1 2-amino-N-(2-(5-fluoro-2,4-dioxo-3,4-dihydropyrimidin-1(2H)-yl)ethyl)benzamide